C(C1=CC=CC=C1)OCCOC=1C=CC(=C(C(=O)OC)C1)F Methyl 5-(2-(benzyloxy) ethoxy)-2-fluorobenzoate